COC1=CC=C(CN(S(=O)(=O)C=2C=C(C=C(C2)C(C)(C)O)CC(=O)OC(C)(C)C)CC2=CC=C(C=C2)OC)C=C1 tert-butyl 2-(3-(N,N-bis(4-methoxybenzyl)sulfamoyl)-5-(2-hydroxypropan-2-yl)-phenyl)acetate